5-chloro-2-(4,4-difluoroazepan-1-yl)-N-(4-fluoro-3-(N'-hydroxyamidino)phenyl)-6-ethylnicotinamide ClC=1C(=NC(=C(C(=O)NC2=CC(=C(C=C2)F)C(N)=NO)C1)N1CCC(CCC1)(F)F)CC